tert-butyl 4-nitrophenoxycarbamate [N+](=O)([O-])C1=CC=C(ONC(OC(C)(C)C)=O)C=C1